OC1(CCC(C=2C=CC=NC12)C(=O)N)C 8-hydroxy-8-methyl-5,6,7,8-tetrahydrochinolin-5-carboxamid